FC1=CC2=C(NC(=N2)[C@H]2[C@@H](C2)C(=O)NC2=CC=C(C=C2)C=2C=NC=NC2)C=C1 (1R,2R)-2-(5-fluoro-1H-benzo[d]imidazol-2-yl)-N-(4-pyrimidin-5-ylphenyl)cyclopropanecarboxamide